3-(1-methylimidazole-4-yl)benzenesulfonamide CN1C=NC(=C1)C=1C=C(C=CC1)S(=O)(=O)N